OC[C@@H]1N(CCC1)C1=C2C(=NC=C1)NC=C2C#N 4-[(2R)-2-(hydroxymethyl)pyrrolidin-1-yl]-1H-pyrrolo[2,3-b]pyridine-3-carbonitrile